C1(CC1)NC(C1=CC(=C(C=C1)C)C=1C=NN(C1)C=1N=C2N(C=C(C(=C2)OC)S(=O)(=O)CC)C1)=O N-cyclopropyl-3-{1-[6-(ethanesulfonyl)-7-methoxyimidazo[1,2-a]pyridin-2-yl]-1H-pyrazol-4-yl}-4-methylbenzamide